ClC1=CC=CC=2N(C(N(C21)C)C2=CSC=C2)S(=O)(=O)C2=CC=C(C=C2)S(=O)(=O)N(C)C 4-((4-Chloro-3-methyl-2-(thiophen-3-yl)-2,3-dihydro-1H-benzo[d]imidazol-1-yl)sulfonyl)-N,N-dimethylbenzenesulfonamide